(R)-methyl pyrrolidine-3-carboxylate N1C[C@@H](CC1)C(=O)OC